C1(=CC=C(C=C1)C1=C(CC2=CC=C(C=C2)C2=CC=C(C=C2)CC2=C(C=CC=C2)C2=CC=C(C=C2)C2=CC=CC=C2)C=CC=C1)C1=CC=CC=C1 4,4'-bis(2-(4-biphenylyl)benzyl)biphenyl